CNC(=O)C=1C(=C(C=CC1)N1CC(C1)OC1=CC=C(C=C1)CC(NC=1C=NC=CC1)=O)C1=CC=CC=C1 N-methyl-6-(3-(4-(2-oxo-2-(pyridin-3-ylamino)ethyl)phenoxy)azetidin-1-yl)-[1,1'-biphenyl]-2-carboxamide